3-(aminomethyl)-3-hydroxyazetidine-1-carboxylic acid tert-butyl ester C(C)(C)(C)OC(=O)N1CC(C1)(O)CN